1-methyl-2-oxopyridine-4-carboxamide CN1C(C=C(C=C1)C(=O)N)=O